benzyl (R)-3-aminopiperidine-1-carboxylate N[C@H]1CN(CCC1)C(=O)OCC1=CC=CC=C1